FC=1C=C(C=C(C1)F)N(S(=O)(=O)C)C1CN(C1)[C@@H](C1=CC=C(C(=O)O)C=C1)C1=CC=CC=C1 (R)-4-((3-(N-(3,5-Difluorophenyl)methylsulfonamido)azetidin-1-yl)(phenyl)methyl)benzoic acid